tri(methylcyclohexyloxymethyl)phenol CC(OC1CCCCC1)C1=C(C(=C(C=C1)O)C(C)OC1CCCCC1)C(C)OC1CCCCC1